4-(4-((1R,5S)-3,8-diazabicyclo[3.2.1]octan-3-yl)-2-(((2S,4R)-4-fluoro-1-methylpyrrolidin-2-yl)methoxy)quinazolin-7-yl)naphthalen-2-ol [C@H]12CN(C[C@H](CC1)N2)C2=NC(=NC1=CC(=CC=C21)C2=CC(=CC1=CC=CC=C21)O)OC[C@H]2N(C[C@@H](C2)F)C